5-(6-Methyl-5-((1R,2R)-2-(trifluoromethyl)cyclopropyl)pyridazin-3-yl)pyrimidine-2,4(1H,3H)-dione CC1=C(C=C(N=N1)C=1C(NC(NC1)=O)=O)[C@H]1[C@@H](C1)C(F)(F)F